2-acetyl-4-nitrobenzoic acid methyl ester COC(C1=C(C=C(C=C1)[N+](=O)[O-])C(C)=O)=O